butyl 3-[[(2,3-dichloro-6-methoxyphenyl)(pyridin-4-yl)methyl]carbamoyl]azetidine-1-carboxylate ClC1=C(C(=CC=C1Cl)OC)C(C1=CC=NC=C1)NC(=O)C1CN(C1)C(=O)OCCCC